4-(4-Azabicyclo[5.1.0]octan-4-yl)-7-chloro-8-fluoro-2-(((2R,7aS)-2-fluorotetrahydro-1H-pyrrolizin-7a(5H)-yl)methoxy)pyrido[4,3-d]pyrimidine C12CCN(CCC2C1)C=1C2=C(N=C(N1)OC[C@]13CCCN3C[C@@H](C1)F)C(=C(N=C2)Cl)F